C(C)(=O)OCC(N1CCNCC1)=O 2-oxo-2-(piperazin-1-yl)ethyl acetate